N-(5-(2-(2,2-dimethylpyrrolidin-1-yl)acetamido)-2-methylpyridin-3-yl)-6-(2-(hydroxymethyl)thiazol-5-yl)-[1,2,3]triazolo[1,5-a]pyridine-3-carboxamide CC1(N(CCC1)CC(=O)NC=1C=C(C(=NC1)C)NC(=O)C=1N=NN2C1C=CC(=C2)C2=CN=C(S2)CO)C